C[C@@H](C(=O)O)[C@]1(CC[C@H]2[C@]([C@@H]1C=C)(CC[C@@]3([C@@]2(CC[C@@]4([C@H]3CC(CC4)(C)C)C)C)C)C)C The molecule is a tetracyclic triterpenoid isolated from the leaves of Garcia parviflora. It has a role as a plant metabolite. It is a tetracyclic triterpenoid and a monocarboxylic acid.